(S)-3-propyl-butyrolactone C(CC)[C@H]1CC(=O)OC1